2,2'-difluoro-diaminobiphenyl FC1=C(C=CC(=C1N)N)C1=C(C=CC=C1)F